dihydroxytoluene disulfide OC(C12C(C3C(C=C1)S3)S2)O